2-bromoisoindoline BrN1CC2=CC=CC=C2C1